ClC1=C(C=CC=C1)S(=O)(=O)NC1=NC(=C(C=C1)C=1C=C2C=NC(=NC2=C(C1)CC)NC1CCC(CC1)N(C)CCOC)C 2-chloro-N-(5-(8-ethyl-2-(((1r,4r)-4-((2-methoxyethyl)(methyl)amino)cyclohexyl)amino)quinazolin-6-yl)-6-methylpyridin-2-yl)benzenesulfonamide